Cl.N1CCC(CC1)CN1CCC(CC1)ON1C(C2=CC=CC=C2C1=O)=O (1-(piperidin-4-ylmethyl)piperidin-4-yloxy)isoindoline-1,3-dione hydrochloride